3-((2-undecyl-1,3-dioxan-5-yl)oxy)propan-1-ol C(CCCCCCCCCC)C1OCC(CO1)OCCCO